4-(4-piperidinylsulfonyl)piperazine-1-carboxylic acid tert-butyl ester C(C)(C)(C)OC(=O)N1CCN(CC1)S(=O)(=O)C1CCNCC1